ClC=1N=CSC1C=O 4-CHLOROTHIAZOLE-5-CARBOXALDEHYDE